3-methylpiperidin-3-ol formate C(=O)OC1(CNCCC1)C